(S,E)-N-(1-cyclopropyl-3-(methylsulfonyl)allyl)-4-phenoxy-2-(2,2,2-trifluoroethyl)pyrimidine-5-carboxamide C1(CC1)[C@@H](\C=C\S(=O)(=O)C)NC(=O)C=1C(=NC(=NC1)CC(F)(F)F)OC1=CC=CC=C1